N-((3R,4S)-1-ethyl-3-fluoropiperidin-4-yl)-2-iodo-1-(2,2,2-trifluoroethyl)-1H-indol-4-amine C(C)N1C[C@H]([C@H](CC1)NC=1C=2C=C(N(C2C=CC1)CC(F)(F)F)I)F